2-(N-methylsulfamoyl)-N-(3-(1-(pyridin-3-ylmethyl)-1H-pyrazol-3-yl)-[1,1'-biphenyl]-4-yl)acetamide CNS(=O)(=O)CC(=O)NC1=C(C=C(C=C1)C1=CC=CC=C1)C1=NN(C=C1)CC=1C=NC=CC1